ClC1=NC(=NC(=N1)C1=CC=CC=C1)C1=CC(=CC=C1)C1[C@H]2C3C(C[C@H]13)C2 2-chloro-4-phenyl-6-(3-((1R,2r,3S,6r)-tricyclo[3.1.1.03,6]heptan-2-yl)phenyl)-1,3,5-triazine